C(C)(=O)[O-].C(CCCCCCCCCC)[NH+]1CC(CCC1)C 1-Undecyl-3-Methylpiperidinium acetat